The molecule is an organic cation that is tetrazolium substituted with a dimethylthiazolyl group and two phenyl groups. The cation exists in two resonance forms. It is a member of tetrazoles and an organic cation. CC1=C(SC(=N1)[N+]2=NC(=NN2C3=CC=CC=C3)C4=CC=CC=C4)C